N[C@@H]1[C@@H](OCC12CCN(CC2)C=2N=CC(=NC2)SC2=CC=NC1=C2OCC2N1C(NC2)=O)C 4-((5-((3S,4S)-4-amino-3-methyl-2-oxa-8-azaspiro[4.5]decan-8-yl)pyrazin-2-yl)thio)-6,6a,7,8-tetrahydro-9H-imidazo[1,5-d]pyrido[3,2-b][1,4]oxazin-9-one